(2S,5R)-2-(N-(2-methoxyacetyl) carbamimidoyl)-7-oxo-1,6-diazabicyclo[3.2.1]octan-6-yl hydrogen sulfate S(=O)(=O)(ON1[C@@H]2CC[C@H](N(C1=O)C2)C(NC(COC)=O)=N)O